ClC=1C(=C2C=NNC2=C(C1F)C1=CCCC1)C=1N=CC=2N(C1)C=C(N2)NC(=O)C2C(C2)F N-(6-(5-chloro-7-(cyclopent-1-en-1-yl)-6-fluoro-1H-indazol-4-yl)imidazo[1,2-a]pyrazin-2-yl)-2-fluorocyclopropane-1-carboxamide